3-[3-[2-(5-isopropoxy-1-tetrahydropyran-2-yl-indazol-3-yl)pyrimidin-4-yl]pyrazol-1-yl]-2-Methyl-propan-1-amine C(C)(C)OC=1C=C2C(=NN(C2=CC1)C1OCCCC1)C1=NC=CC(=N1)C1=NN(C=C1)CC(CN)C